methyl (1R,3S,4aR,4bS,6R,8aR,10aR)-3-acetoxy-6-(4-chlorophenyl)-10a-methyl-4,8-dioxotetradecahydrophenanthrene-1-carboxylate C(C)(=O)O[C@H]1C[C@H]([C@@]2(CC[C@H]3C(C[C@@H](C[C@@H]3[C@H]2C1=O)C1=CC=C(C=C1)Cl)=O)C)C(=O)OC